FC1=CC=C(C[N-]C2CC3=CC=CC=C3C2)C=C1 4-fluoro-N-(indan-2-yl)-benzylamide